C1(=CC=C(C=C1)C(CNC1=CC=CC=C1)C)C(CNC1=CC=CC=C1)C 4'-[1,4-phenylenebis(1-methyl-ethylene)]dianiline